ClC1=C(CN2N=C(N=N2)C2=CC=CC(=N2)[C@@](CS(=O)(=O)N)(C)O)C=C(C=C1)C(F)(F)F (R)-2-(6-(2-(2-chloro-5-(trifluoromethyl)benzyl)-2H-tetrazol-5-yl)pyridin-2-yl)-2-hydroxypropane-1-sulfonamide